BrC1=C(C=C2C(N(C(C2=C1)=O)C1C(NC(CC1)=O)=O)=O)CN1CCC(CC1)C1=NC(=C(C(=O)N)C=C1)C1=CC=C(C=C1)OC1=CC=CC=C1 6-(1-((6-bromo-2-(2,6-dioxopiperidin-3-yl)-1,3-dioxoisoindolin-5-yl)methyl)piperidin-4-yl)-2-(4-phenoxyphenyl)nicotinamide